tert-Butyl-(((3aR,4R,6R,6aS)-6-(4-amino-5-iodo-7H-pyrrolo[2,3-d]pyrimidin-7-yl)-2,2-dimethyltetrahydro-4H-cyclopenta[d][1,3]dioxol-4-yl)methyl)carbamate C(C)(C)(C)OC(NC[C@H]1C[C@H]([C@@H]2OC(O[C@@H]21)(C)C)N2C=C(C1=C2N=CN=C1N)I)=O